(5-(3,5-Difluorophenyl)-4,5-dihydro-1H-pyrazol-1-yl)(3-(hydroxymethyl)-bicyclo[1.1.1]pentan-1-yl)methanone FC=1C=C(C=C(C1)F)C1CC=NN1C(=O)C12CC(C1)(C2)CO